ClC1=C(C=CC=C1)/C=C/C(C(=O)O)=O (E)-4-(2-chlorophenyl)-2-oxobut-3-enoic acid